FC(C(=O)[O-])(F)F.N1=C(N=CC=C1)C1=CN=[N+](C=C1)CCC#N 3-(4-pyrimidin-2-ylpyridazin-1-ium-1-yl)propionitrile trifluoroacetate salt